C(CCCCCCC(=O)OC)(=O)OCC(COC(CCC(OCCCCCCCC)OCCCCCCCC)=O)CO 1-(3-((4,4-bis(octyloxy)butanoyl)oxy)-2-(hydroxymethyl)propyl) 8-methyl octanedioate